N1C(=C(C=C1)C#N)C#N azoledinitrile